O[C@@H]1[C@@H](O)[C@H](O)[C@H](O)CO1 α-arabinopyranose